4-methoxy-1H-indole-2-carboxylic acid COC1=C2C=C(NC2=CC=C1)C(=O)O